[4-amino-2-(4-chloroanilino)thiazol-5-yl]-(4-chlorophenyl)methanone NC=1N=C(SC1C(=O)C1=CC=C(C=C1)Cl)NC1=CC=C(C=C1)Cl